C(C)(=O)OCC1=NC(=NN1C1=CC(=C2C(=N1)N(C=N2)CCOC)N2CCOCC2)C=2C=C(C=CC2)C (1-(3-(2-methoxyethyl)-7-morpholino-3H-imidazo[4,5-b]pyridin-5-yl)-3-(m-tolyl)-1H-1,2,4-triazol-5-yl)methyl acetate